C[C@H]1NC[C@H]1NS(=O)(=O)C N-((2R,3R)-2-methylazetidin-3-yl)methanesulfonamide